CN1C=CC=2C1=NC=C(C2)C#N 1-methyl-1H-pyrrolo[2,3-b]pyridine-5-carbonitrile